2,2'-(((2-(1,3-bis(oxiran-2-ylmethoxy)propan-2-yl)-2-((oxiran-2-ylmethoxy)methyl)propane-1,3-diyl)bis(oxy))bis(methylene))bis(oxirane) O1C(C1)COCC(COCC1OC1)C(COCC1OC1)(COCC1OC1)COCC1OC1